[N+](=[N-])=CC(=O)N(C)C α-diazo-N,N-dimethylacetamide